2-allyl-6-((4-(4-(2-(2-(2-aminoethoxy)ethoxy)ethyl)piperazin-1-yl)phenyl)amino)-1-(6-(2-hydroxypropan-2-yl)pyridin-2-yl)-1,2-dihydro-3H-pyrazolo[3,4-d]pyrimidin-3-one C(C=C)N1N(C2=NC(=NC=C2C1=O)NC1=CC=C(C=C1)N1CCN(CC1)CCOCCOCCN)C1=NC(=CC=C1)C(C)(C)O